N1C=CC2=CC(=CC=C12)CN 1-(1H-indol-5-yl)methylamine